6-(3-(5-(1-cyclobutylpiperidin-4-yl)pyridin-2-yl)-4-(2,2,2-trifluoroethyl)-1H-pyrazol-5-yl)-8-methoxy-[1,2,4]triazolo[1,5-a]pyridine C1(CCC1)N1CCC(CC1)C=1C=CC(=NC1)C1=NNC(=C1CC(F)(F)F)C=1C=C(C=2N(C1)N=CN2)OC